(R)-3-((3S,4R)-1-benzyl-4-methylpyrrolidine-3-carbonyl)-4-phenyloxazolidin-2-one C(C1=CC=CC=C1)N1C[C@H]([C@H](C1)C)C(=O)N1C(OC[C@H]1C1=CC=CC=C1)=O